[Si](C)(C)(C(C)(C)C)OCC[C@H](C)C1=NC(=C2N1C=C(N=C2)Cl)I 3-[(2S)-4-[(tert-Butyldimethylsilyl)oxy]butan-2-yl]-6-chloro-1-iodoimidazo[1,5-a]pyrazine